2-((2,3,5-trifluorobenzyl)amino)ethanol FC1=C(CNCCO)C=C(C=C1F)F